C1=C(C=CC2=CC=CC=C12)C1=NC(=NO1)C1=C(C(=O)O)C=CC=C1 (5-(naphthalen-2-yl)-1,2,4-oxadiazol-3-yl)benzoic acid